thionyl-bis-methane S(=O)(C)C